N-(4-ethylphenyl)dibenzo[b,d]thiophen-2-amine C(C)C1=CC=C(C=C1)NC1=CC2=C(SC3=C2C=CC=C3)C=C1